1-(5-(3-(6-carboxy-6-methylheptyl)phenyl)pentyl)cyclopropane-1-carboxylic acid C(=O)(O)C(CCCCCC=1C=C(C=CC1)CCCCCC1(CC1)C(=O)O)(C)C